hydroxycyclobutanenitrile OC1(CCC1)C#N